CC=1C=C(C=CC1N)NC1=CC(=CC(=C1)NC1=CC(=C(C=C1)N)C)NC1=CC(=C(C=C1)N)C 1,3,5-tri(3-methyl-4-aminophenylamino)benzene